di-tert-butyl 1-(2-methylcyclopropyl)hydrazine-1,2-dicarboxylate CC1C(C1)N(NC(=O)OC(C)(C)C)C(=O)OC(C)(C)C